N-tert-Butyl-4,5,6,7-tetrahydrobenzo[b]thiophene-2-carboxamide C(C)(C)(C)NC(=O)C1=CC2=C(S1)CCCC2